4-(2-oxa-5-azabicyclo[4.1.0]heptane-5-yl)-7-fluoro-8-(2,3,5-trifluorophenyl)quinoline-3-carboxylic acid C12OCCN(C2C1)C1=C(C=NC2=C(C(=CC=C12)F)C1=C(C(=CC(=C1)F)F)F)C(=O)O